C(C1=CC=2OCOC2C=C1)(=O)N Piperonylamide